OCCCC1=C(C=CC2=CC=CC=C12)O 1-(3-hydroxypropyl)-2-naphthol